7-fluoro-1-isopropyl-3-methyl-1,3-dihydro-2H-imidazo[4,5-c]cinnolin-2-one FC=1C=CC=2C3=C(N=NC2C1)N(C(N3C(C)C)=O)C